1,2',7'-trimethyl-1H,3'H-2,5'-bibenzo[d]imidazole CN1C(=NC2=C1C=CC=C2)C2=CC1=C(N=C(N1)C)C(=C2)C